P(=O)(OC[C@@H]1N([C@H](C2=CC=CC(=C2C1)C(C)(C)O)C)C(CC1=C2C(=NN(C2=CC=C1Cl)C)Cl)=O)(O)O [(1S,3R)-2-[2-(3,5-dichloro-1-methyl-indazol-4-yl)acetyl]-5-(1-hydroxy-1-methyl-ethyl)-1-methyl-3,4-dihydro-1H-isoquinolin-3-yl]methyl Dihydrogen Phosphate